(1s,2r,5r)-N-((S)-1-cyano-2-((S)-2-oxopyrrolidin-3-yl)ethyl)-3-((S)-3,3-dimethyl-2-(2,2,2-trifluoroacetamido)butyryl)-6,6-dimethyl-3-azabicyclo[3.1.0]hexane-2-carboxamide C(#N)[C@H](C[C@H]1C(NCC1)=O)NC(=O)[C@H]1[C@@H]2C([C@@H]2CN1C([C@H](C(C)(C)C)NC(C(F)(F)F)=O)=O)(C)C